COC=1C=C2C(=CNC2=CC1)CCNC(=O)N 1-(2-(5-methoxy-1H-indol-3-yl)ethyl)urea